N-[4-[[3-[2-(1r,4r)-[(4-Aminocyclohexyl)amino]pyrimidin-4-yl]-4-pyridyl]oxy]-3-fluorophenyl][R,S]-exo-norborn-2-ylsulfonamide NC1CCC(CC1)NC1=NC=CC(=N1)C=1C=NC=CC1OC1=C(C=C(C=C1)NS(=O)(=O)[C@@H]1[C@@H]2CCC(C1)C2)F